1-(4-chloro-3-fluorophenyl)-3-(2-fluoro-3-(3-(pyrrolidin-1-yl)quinoxaline-6-carbonyl)phenyl)urea ClC1=C(C=C(C=C1)NC(=O)NC1=C(C(=CC=C1)C(=O)C=1C=C2N=C(C=NC2=CC1)N1CCCC1)F)F